CO[C@H]1CN2C(OC1)=C(C=N2)[S@](=O)(N)=NC(NC2=C1CCCC1=CC=C2C2=CC(=NC=C2)OC)=O (S,6S)-6-methoxy-N'-((5-(2-methoxypyridin-4-yl)-2,3-dihydro-1H-inden-4-yl)carbamoyl)-6,7-dihydro-5H-pyrazolo[5,1-b][1,3]oxazine-3-sulfonimidamide